CC=1SC2=C(N1)C=CC(=C2)C2=CNC=1N=C(N=CC12)NCCC(F)(F)F 5-(2-methylbenzo[d]thiazol-6-yl)-N-(3,3,3-trifluoropropyl)-7H-pyrrolo[2,3-d]pyrimidin-2-amine